N-(1-(2-((S)-amino(4,4-difluorocyclohexyl)methyl)benzo[d]oxazol-5-yl)-2-methoxyethyl)-4,4,4-trifluorobutanamide N[C@H](C=1OC2=C(N1)C=C(C=C2)C(COC)NC(CCC(F)(F)F)=O)C2CCC(CC2)(F)F